BrC1=CC=C2C(COC(C2=C1)C)=O 7-bromo-1-methylisochroman-4-one